2'-bromo-4'-chlorospiro[cyclohexane-1,1'-indene]-4-one BrC=1C2(C3=CC=CC(=C3C1)Cl)CCC(CC2)=O